tert-butyl 4-[4-(8-fluoro-6-oxo-3,4,5,6-tetrahydro-1H-azepino[5,4,3-cd]indol-2-yl)benzyl]piperazine-1-carboxylate FC=1C=C2C=3C(=C(NC3C1)C1=CC=C(CN3CCN(CC3)C(=O)OC(C)(C)C)C=C1)CCNC2=O